CN1C=NC2=C1C=C(C(=C2)C2=NC=C(C=N2)C(=O)NCC2=C(C(=C(C(=C2F)F)S(=O)C)F)F)C(F)(F)F 2-(1-methyl-6-(trifluoromethyl)-1H-benzo[d]imidazol-5-yl)-N-(2,3,5,6-tetrafluoro-4-(methylsulfinyl)benzyl)pyrimidine-5-carboxamide